N(C)CC(=O)OCCCCCCCCCCCCCC.[Na] sodium tetradecyl sarcosinate